4-benzylamino-2-((1-(2-(dimethylamino)ethyl)-1H-pyrazol-4-yl)amino)pyrimidin-5-carboxamide C(C1=CC=CC=C1)NC1=NC(=NC=C1C(=O)N)NC=1C=NN(C1)CCN(C)C